(4R)-N-((R)-(4-chloro-2,5-difluorophenyl)(3-oxetanyl)methyl)-1-(2-(ethylamino)-5-methylbenzoyl)-4-hydroxy-D-prolinamide ClC1=CC(=C(C=C1F)[C@H](NC([C@@H]1N(C[C@@H](C1)O)C(C1=C(C=CC(=C1)C)NCC)=O)=O)C1COC1)F